ClC=1C=C(C=CC1)N(C(=O)Cl)C1=CC=CC=C1 3-chlorophenyl-(phenyl)carbamoyl chloride